2-(4-isobutylphenyl)-N-(4-methylthiazol-2-yl)-N-phenylpropionamide C(C(C)C)C1=CC=C(C=C1)C(C(=O)N(C1=CC=CC=C1)C=1SC=C(N1)C)C